5-((6-((3-Hydroxypropyl)amino)imidazo[1,2-b]pyridazin-3-yl)ethynyl)-N-(4-((4-methylpiperazin-1-yl)methyl)-3-(trifluoromethyl)phenyl)nicotinamide OCCCNC=1C=CC=2N(N1)C(=CN2)C#CC=2C=NC=C(C(=O)NC1=CC(=C(C=C1)CN1CCN(CC1)C)C(F)(F)F)C2